[C@H]12CN(C[C@H](CC1)N2)C2=NC(=NC1=CC(=CC=C21)C2=C1C=CNC1=CC=C2F)OC[C@H]2N(CCC2)C 4-((1R,5S)-3,8-diazabicyclo[3.2.1]octan-3-yl)-7-(5-fluoro-1H-indol-4-yl)-2-(((S)-1-methylpyrrolidin-2-yl)methoxy)quinazoline